BrC=1C=C(C=CC1)C1(COC1)CC1=NN=CN1 3-((3-(3-bromophenyl)oxetan-3-yl)methyl)-4H-1,2,4-triazole